2-fluoro-8a-methyl-6a,7,8,8a-tetrahydro-6H-cyclobuta[3,4]cyclopenta[1,2-e]pyrazolo[1,5-a]pyrimidine-6-carbonitrile FC1=NN2C(N=CC3=C2C2(C(C3C#N)CC2)C)=C1